C(C=C)(=O)NCC=1C=C(C(=C(C(=O)NCC=2C(NC(=CC2OC)C)=O)C1)C)N(C1CCOCC1)CC 5-(acrylamidomethyl)-3-(ethyl-(tetrahydro-2H-pyran-4-yl)amino)-N-((4-methoxy-6-methyl-2-oxo-1,2-dihydropyridin-3-yl)methyl)-2-methylbenzamide